butyl 4-(5-ethenylpyrimidin-4-yl)piperazine-1-carboxylate C(=C)C=1C(=NC=NC1)N1CCN(CC1)C(=O)OCCCC